FC1=NC=CC(=C1)N1C[C@@H](N(CC1)C1=NC=C(C=N1)[N+](=O)[O-])C (S)-2-(4-(2-fluoropyridin-4-yl)-2-methylpiperazin-1-yl)-5-nitropyrimidine